ClC=1C=NN(C1C(NC1=NC=C(C=C1C)C1=C(C=C(C=C1)OC)C)=O)C1CCN(CC1)C(=O)OC(C)(C)C tert-butyl 4-(4-chloro-5-((5-(4-methoxy-2-methylphenyl)-3-methylpyridin-2-yl)carbamoyl)-1H-pyrazol-1-yl)piperidine-1-carboxylate